N1=CC=C(C=C1)\C(\C)=N/O (Z)-1-(pyridin-4-yl)ethan-1-one oxime